FC=1C=C(C=NC1N1CC(C1)OC(C(F)(F)F)C)C(=O)N1CCN(CC1)C=1OC=2C(=NC(=CC2)C)N1 [5-fluoro-6-[3-(2,2,2-trifluoro-1-methyl-ethoxy)azetidin-1-yl]-3-pyridyl]-[4-(5-methyloxazolo[4,5-b]pyridin-2-yl)piperazin-1-yl]methanone